(2S)-2-[(3R)-1-tert-Butoxycarbonylpyrrolidin-3-yl]-3-[3-(8-quinolylcarbamoylamino)phenyl]propanoic acid C(C)(C)(C)OC(=O)N1C[C@H](CC1)[C@@H](C(=O)O)CC1=CC(=CC=C1)NC(NC=1C=CC=C2C=CC=NC12)=O